5-(4-cyclohexylphenyl)-3-(3-(fluoromethyl)azetidine-1-carbonyl)-2-(3-hydroxyprop-1-en-2-yl)pyrazolo[1,5-a]pyrimidin C1(CCCCC1)C1=CC=C(C=C1)C1=NC=2N(C=C1)N=C(C2C(=O)N2CC(C2)CF)C(=C)CO